2-(5-fluoropyrimidin-2-yl)-1,2,3,4,10,10a-hexahydropyrazino[1,2-a]indol-8-amine FC=1C=NC(=NC1)N1CC2N(C=3C=CC(=CC3C2)N)CC1